BrC=1C=C(N(N1)C1=NC=CC=C1Br)C(=O)NC1=C(C=C(C=C1C)Cl)C(N)=O 5-bromo-2-(3-bromo-2-pyridyl)-N-(2-carbamoyl-4-chloro-6-methyl-phenyl)pyrazole-3-carboxamide